C(C)(C)(C)C1=CC=C(C=C1)[P](C1=CC=C(C=C1)C(C)(C)C)=O di(4-tert-butylphenyl)phosphorus oxide